C(C1=CC=CC=C1)N[C@@H]1C[C@H](CCC1=O)C(=O)N(C)C (1S,3R)-3-(benzylamino)-N,N-dimethyl-4-oxocyclohexane-1-formamide